8-(6-((R)-1-(2-(5-azaspiro[2.4]heptan-5-yl)ethoxy)ethyl)pyridin-3-yl)-1-(cis-3-methoxycyclobutyl)-3-methyl-1H-imidazo[4,5-c]cinnolin-2(3H)-one C1CC12CN(CC2)CCO[C@H](C)C2=CC=C(C=N2)C2=CC=1C3=C(N=NC1C=C2)N(C(N3[C@@H]3C[C@@H](C3)OC)=O)C